N-Methylaniline CNC1=CC=CC=C1